C(C)(C)(C)OC=1C=C(C=CC1)CNC(=O)C=1C=C2CCN(CC2=CC1)C(=O)C1=C2C=CN=CC2=CC=C1 N-[(m-tert-butoxyphenyl)methyl]-2-[(5-isoquinolyl)carbonyl]-1,2,3,4-tetrahydro-6-isoquinolinecarboxamide